N=1C=NN2C1C=C(C=C2)OC2=C(C=C(C=C2)NC2=NC=NC1=CC(=CC(=C21)O[C@H]2C(CN(CC2)C)(F)F)F)C (R)-N-(4-([1,2,4]triazolo[1,5-a]pyridin-7-yloxy)-3-methylphenyl)-5-((3,3-difluoro-1-methylpiperidin-4-yl)oxy)-7-fluoroquinazolin-4-amine